NC1=C2NC(N(C2=NC=N1)[C@H]1[C@@H](CN(CC1)C(=O)OC(C)(C)C)F)=O tert-butyl (3R,4R)-4-(6-amino-8-oxo-7H-purin-9-yl)-3-fluoropiperidine-1-carboxylate